(3R)-3-amino-5-[(4-chlorophenyl)methyl]-8-fluoro-7-[5-(2-oxa-5-azabicyclo[4.1.0]heptan-5-yl)-1,2,4-oxadiazol-3-yl]-1-oxo-2,3-dihydro-1lambda4,5-benzothiazepin-4-one N[C@H]1CS(C2=C(N(C1=O)CC1=CC=C(C=C1)Cl)C=C(C(=C2)F)C2=NOC(=N2)N2CCOC1CC21)=O